4-(2-(1-(tert-butyl)-1H-pyrazol-4-yl)-4-chlorophenyl)-4-hydroxy-2-methylenebutanoic acid C(C)(C)(C)N1N=CC(=C1)C1=C(C=CC(=C1)Cl)C(CC(C(=O)O)=C)O